O=C1C=CN=C2N1CCC2 (S)-4-oxo-4,6,7,8-tetrahydropyrrolo[1,2-a]pyrimidine